Cl.ClC1=C(C=CC=C1)CC1=CC2=C(C=N1)C(CN2C(CN2[C@H](CN[C@@H](C2)C)COC)=O)(C)C 1-{6-[(2-Chlorophenyl)-methyl]-3,3-dimethyl-1H,2H,3H-pyrrolo[3,2-c]pyridin-1-yl}-2-[(2R,5R)-2-(methoxy-methyl)-5-methyl-piperazin-1-yl]ethan-1-one hydrochloride salt